C(C)(C)C1CCC(CC1)=CCC=O 3-(4-isopropylcyclohex-ylidene)propanal